C(=O)(O)C(O)C(O)C(=O)O.N[C@@H](CC=1C=C2CCN(C2=C(C1)C#N)CCCOC(C1=CC=CC=C1)=O)C 5-[(2R)-2-aminopropyl]-2,3-dihydro-1-[3-(benzoyloxy)propyl]-1H-indole-7-carbonitrile tartrate